FC1=CN=C(S1)C=1C=CC(=C(C1)O)C1=CN=C(N=N1)N1C[C@@H](NCC1)C(C)C 5-(5-fluoro-1,3-thiazol-2-yl)-2-{3-[(3S)-3-(prop-2-yl)piperazin-1-yl]-1,2,4-triazin-6-yl}phenol